1-(((3aR,4S,6R,6aS)-2,2-dimethyl-6-(4-methyl-7H-pyrrolo[2,3-d]pyrimidin-7-yl)tetrahydro-4H-cyclopenta[d][1,3]dioxol-4-yl)oxy)-2,7-naphthyridine CC1(O[C@H]2[C@@H](O1)[C@@H](C[C@@H]2OC2=NC=CC1=CC=NC=C21)N2C=CC1=C2N=CN=C1C)C